FC(OC=1C=C(C=CC1)C=1C=CC2=C(N=C(O2)[C@H]2N(CCC2)C#N)C1)(F)F (S)-2-(5-(3-(Trifluoromethoxy)phenyl)-benzo[d]oxazol-2-yl)pyrrolidine-1-carbonitrile